C1(=CC=CC=C1)S(=O)(=O)C1=CC=C(C=C1)CNC(=O)C=1C=C2C=NC=NC2=CC1 N-{[4-(benzenesulfonyl)phenyl]meth-yl}quinazoline-6-carboxamide